IC1=CC=C(C=C1)C(F)(F)F 1-iodo-4-trifluoromethylbenzene